ClC1=NS(C2=C1C(=CC=C2)F)(=O)=O 3-chloro-4-fluorobenzo[d]isothiazol 1,1-dioxide